CC1=C(OC2=C(C=C(C=C2C1=O)C)[C@@H](C)NC=1C(=NC=CC1)C(=O)NC12CCC(CC1)(CC2)O)C2=CC=CC=C2 3-[[(1R)-1-(3,6-Dimethyl-4-oxo-2-phenyl-chromen-8-yl)ethyl]amino]-N-(4-hydroxy-1-bicyclo[2.2.2]octanyl)pyridine-2-carboxamide